Methyl-(5RS)-2-(3-chlorobenzyl)-3-oxo-2,3,5,6,7,8-hexahydro[1,2,4]triazolo[4,3-a]pyridine-5-Carboxylate COC(=O)[C@H]1CCCC=2N1C(N(N2)CC2=CC(=CC=C2)Cl)=O |r|